ClC1=CC=C(C=C1)CNC(=O)C=1C(=NC(=NC1OC)N1CCOCC1)OC N-[(4-Chlorophenyl)-methyl]-4,6-dimethoxy-2-morpholin-4-yl-pyrimidine-5-carboxylic acid amide